C(CCCCCCCCCCCCCCCCC)(=O)[O-].C(CCCCCCCCCCCCCCCCC)(=O)[O-].[Sn+2] tin(II) distearate